[Br-].S1N=CN=C1C1=CC=[N+](C=C1)CC(=O)NCCS(=O)(=O)OCC(C)(C)C 2,2-dimethylpropyl 2-[[2-[4-(1,2,4-thiadiazol-5-yl)pyridin-1-ium-1-yl]acetyl]amino]ethanesulfonate Bromide